PHOSPHORIBOSYLGLYCINAMIDE P(=O)(O)(O)N(CC(=O)N)C1[C@H](O)[C@H](O)[C@H](O1)CO